allyl 1,1,2,2-tetrafluoroethyl ether FC(C(F)F)(F)OCC=C